N2-(5,6-difluoro-1H-indol-3-yl)-5-(trifluoromethyl)-1H-benzo[d]imidazol-1,2-diamine formate C(=O)O.FC=1C=C2C(=CNC2=CC1F)NC1=NC2=C(N1N)C=CC(=C2)C(F)(F)F